2-amino-3-methoxypropan-1-one NC(C=O)COC